2-Bromo-4-ethyl-1,3-thiazole-5-carboxylic acid Methyl-2-bromo-4-ethyl-1,3-thiazole-5-carboxylate COC(=O)C1=C(N=C(S1)Br)CC.BrC=1SC(=C(N1)CC)C(=O)O